FC=1C(=C(C=CC1F)[C@H]1[C@@H](O[C@]([C@H]1OCOC)(C(F)(F)F)C)C(=O)O)OC (2R,3R,4S,5R)-3-(3,4-difluoro-2-methoxy-phenyl)-4-(methoxymethoxy)-5-methyl-5-(trifluoromethyl)tetrahydrofuran-2-carboxylic acid